C(C)OC(=O)C1=NC=CC(=C1OS(=O)(=O)C(F)(F)F)NC(C)=O 4-acetylamino-3-(((trifluoromethyl)sulfonyl)oxy)pyridine-2-carboxylic acid ethyl ester